bis(allyloxy)tetramethyl-disiloxane sodium [Na].C(C=C)O[Si](O[Si](C)(C)C)(C)OCC=C